Tert-butyl 4-[[5-[2-bromo-4-(1-hydroxy-1-methyl-ethyl)phenoxy]-2-pyridyl]methyl]piperidine-1-carboxylate BrC1=C(OC=2C=CC(=NC2)CC2CCN(CC2)C(=O)OC(C)(C)C)C=CC(=C1)C(C)(C)O